(R,Z)-N-(1-(2-(4-fluorophenyl)-3,6-dimethyl-4-oxo-3,4-dihydroquinazolin-8-yl)ethylidene)-2-methylpropane-2-sulfinamide FC1=CC=C(C=C1)C1=NC2=C(C=C(C=C2C(N1C)=O)C)\C(\C)=N/[S@](=O)C(C)(C)C